2-methyl-1,3-benzothiazol-5-ol formate C(=O)OC=1C=CC2=C(N=C(S2)C)C1